CN1C=C(C(C2=CC=CC=C12)=O)CN([C@@H]1CN(CCC1)C1=NC=CC=C1)CC1=CC(=NC=C1)C 1-methyl-3-({[(2-methylpyridin-4-yl)methyl][(3S)-1-(pyridin-2-yl)piperidin-3-yl]amino}methyl)-1,4-dihydroquinolin-4-one